FC(OC=1C(=NC=CC1)C1CC(C1)O)(F)F (1r,3r)-3-(3-(trifluoromethoxy)pyridin-2-yl)cyclobutanol